2-(3,5-dimethyl-1H-pyrazol-1-yl)-7-methyl-N-(3-trifluoromethyl-4-chlorophenyl)-7H-pyrrolo[2,3-d]pyrimidin-4-amine CC1=NN(C(=C1)C)C=1N=C(C2=C(N1)N(C=C2)C)NC2=CC(=C(C=C2)Cl)C(F)(F)F